5-fluoro-6-isopropyl-N-methylpyridin-2-amine FC=1C=CC(=NC1C(C)C)NC